1-[4-Phenoxy-3-(1H-1,2,4-triazol-1-ylmethyl)phenyl]-3-phenylurea O(C1=CC=CC=C1)C1=C(C=C(C=C1)NC(=O)NC1=CC=CC=C1)CN1N=CN=C1